BrC=1C=CC2=C(NC(=N2)C2COC3=CC=CC=C3C2)C1 6-bromo-2-(chroman-3-yl)-1H-benzo[d]imidazole